(1-cyanocyclohexyl)glycine methyl ester COC(CNC1(CCCCC1)C#N)=O